N,N-bis-(N,N-dimethyl-2-aminoethyl)-methylamine CN(CCN(CCN(C)C)C)C